C(C)N(C(=O)C=1C=NN(C1)C1=CC=CC=2N(C(NC21)=O)C2CCN(CC2)C(=O)NC2=CC=C(C=C2)I)CC 4-{4-[4-(diethylcarbamoyl)-1H-pyrazol-1-yl]-2-oxo-2,3-dihydro-1H-1,3-benzodiazol-1-yl}-N-(4-iodophenyl)piperidine-1-carboxamide